1-(7-amino-2-methyl-2,3-dihydrobenzofuran-4-yl)-N,N-dimethylpiperidin-4-amine NC1=CC=C(C=2CC(OC21)C)N2CCC(CC2)N(C)C